CC1(NC(CC(C1)C=1C(=C(C=CC1)C1CC(NC(C1)(C)C)(C)C)C1CC(NC(C1)(C)C)(C)C)(C)C)C tris(2,2,6,6-tetramethyl-4-piperidyl)-benzene